C1(=CC=CC=C1)CC(=O)N1OC2C(N(C1C=C2)C(=O)[O-])C2=CC(=CC=C2)C(F)(F)F 3-(2-phenylacetyl)-6-(3-(trifluoromethyl)phenyl)-2-oxa-3,5-diazabicyclo[2.2.2]oct-7-ene-5-carboxylate